tert-butyl (R)-7-(2-(2-((1-(tert-butoxycarbonyl)pyrrolidin-3-yl)(isobutyl)amino)ethoxy)ethyl)-3,4-dihydro-1,8-naphthyridine-1(2H)-carboxylate C(C)(C)(C)OC(=O)N1C[C@@H](CC1)N(CCOCCC1=CC=C2CCCN(C2=N1)C(=O)OC(C)(C)C)CC(C)C